O1C=CC2=C1C=CC(=C2)C=2C(=NC(=CN2)\C=C\COC)N2C(CC(CC2)C(=O)OC)C Methyl (E)-1-(3-(benzofuran-5-yl)-6-(3-methoxyprop-1-en-1-yl)pyrazin-2-yl)-2-methylpiperidine-4-carboxylate